Dodecannitril C(CCCCCCCCCCC)#N